3-(5-(8-((adamantan-1-yl)amino)oct-1-yn-1-yl)-1-oxoisoindolin-2-yl)piperidine-2,6-dione C12(CC3CC(CC(C1)C3)C2)NCCCCCCC#CC=2C=C3CN(C(C3=CC2)=O)C2C(NC(CC2)=O)=O